3-[6-(ethoxycarbonyl)-5-methyl-2,4-dioxo-1-(2-phenylethyl)-1H,2H,3H,4H-thieno[2,3-d]pyrimidin-3-yl]propionic acid C(C)OC(=O)C1=C(C2=C(N(C(N(C2=O)CCC(=O)O)=O)CCC2=CC=CC=C2)S1)C